COC1=CC=C(C=C1)C(OC[C@@H]1[C@H]([C@H]([C@@H](O1)N1C(NC(C(=C1)C)=O)=O)OCCOC)O)(C1=CC=CC=C1)C1=CC=C(C=C1)OC ((2R,3R,4R,5R)-5-((bis(4-methoxyphenyl)(phenyl)methoxy)methyl)-4-hydroxy-3-(2-methoxyethoxy)tetrahydrofuran-2-yl)-5-methylpyrimidine-2,4(1H,3H)-dione